The molecule is an O-acyl-L-carnitine that is L-carnitine having a 3-methylglutaryl group as the acyl substituent It is an O-3-methylglutarylcarnitine and an O-acyl-L-carnitine. CC(CC(=O)O)CC(=O)O[C@H](CC(=O)[O-])C[N+](C)(C)C